FC(CN1N=CC=2C=NC(=C(C21)OC)N)(C)F (2,2-difluoropropyl)-7-methoxy-1H-pyrazolo[4,3-c]pyridin-6-amine